C(C)(C)(C)OC(=O)N1C(CCC1)C(O)C1C(N(CC2=CC=C(C=C12)Cl)C)=O 2-((6-chloro-2-methyl-3-oxo-1,2,3,4-tetrahydroisoquinolin-4-yl)(hydroxy)methyl)pyrrolidine-1-carboxylic acid tert-butyl ester